methyl 2-(2-(tert-butyldimethylsilyloxy)propan-2-yl)isonicotinate [Si](C)(C)(C(C)(C)C)OC(C)(C)C=1C=C(C(=O)OC)C=CN1